N1C=NC2=C1C(=CC=C2)N 1H-benzo[d]imidazol-7-amine